C(CCCCCCCCC)(=O)OC1C(OC(C1)N1C2=NC(=NC(=C2N=C1)N)F)(C#C)COP(=O)(OC1=CC=CC=C1)N[C@H](C(=O)OCCCCCCCCCC)CC1=CC=CC=C1 5-(6-Amino-2-fluoro-9H-purin-9-yl)-2-((((((S)-1-(decyloxy)-1-oxo-3-phenylpropan-2-yl)amino)(phenoxy)phosphoryl)oxy)methyl)-2-ethynyltetrahydrofuran-3-yl decanoate